C1(=CC=CC=C1)[C@H]1NOCC1 (3S)-3-phenylisoxazolidine